C(C=C)C=1C=C(C=CC1)[SiH2]Cl 3-allylphenylchlorosilane